OC1(CCC(CC1)=O)C1=NC=C(C=C1)C1=NC=CC=N1 4-hydroxy-4-[5-(pyrimidin-2-yl)pyridin-2-yl]cyclohexan-1-one